6,6-Dimethyl-11-oxo-8-((2R,3R)-2,3,4-trihydroxy-butoxy)-6,11-dihydro-5H-benzo[b]carbazole-3-carboxylic acid (2-methoxy-ethyl)-amide COCCNC(=O)C1=CC=C2C=3C(C4=C(C(C3NC2=C1)(C)C)C=C(C=C4)OC[C@H]([C@@H](CO)O)O)=O